2-(1H-indazol-4-yl)-2-(piperidin-4-ylidene)acetonitrile dihydrochloride salt Cl.Cl.N1N=CC2=C(C=CC=C12)C(C#N)=C1CCNCC1